C1N(CC12CCNCC2)C=2C1=CN(N=C1C(=CC2)C(=O)NC=2C=C(C=1N(C2)C=C(N1)C)F)CC 4-{2,7-diazaspiro[3.5]nonan-2-yl}-2-ethyl-N-{8-fluoro-2-methylimidazo[1,2-a]pyridin-6-yl}indazole-7-carboxamide